3-((1H-pyrrolo[2,3-b]pyridin-5-yl)oxy)-5-(piperazin-1-yl)pyridine-2-carboxylic acid methyl ester hydrochloride Cl.COC(=O)C1=NC=C(C=C1OC=1C=C2C(=NC1)NC=C2)N2CCNCC2